1-(3-chloro-4,5,6,7-tetrahydropyrazolo[1,5-a]pyridine-2-yl)-5-(methylamino)pyrazole-4-carbonitrile ClC=1C(=NN2C1CCCC2)N2N=CC(=C2NC)C#N